BrC=1C=CC(N(C1)C(C(=O)C1=C(N(C(=C1)C)CC1=CC(=CC=C1)F)C)C)=O 5-bromo-1-(1-(1-(3-fluorobenzyl)-2,5-dimethyl-1H-pyrrol-3-yl)-1-oxopropan-2-yl)pyridin-2(1H)-one